2-(1-cyclopropylethenyl)-4,4,5,5-tetramethyl-1,3,2-dioxaborolane C1(CC1)C(=C)B1OC(C(O1)(C)C)(C)C